5-[1-(2-Fluoro-6-methyl-phenyl)-piperidin-4-yl]-2-(2-hydroxy-1,1-dimethyl-ethyl)-7-(2-trifluoromethyl-benzyl)-2,4,5,7-tetrahydro-pyrazolo[3,4-d]pyrimidin-6-on FC1=C(C(=CC=C1)C)N1CCC(CC1)N1C(N(C=2C(C1)=CN(N2)C(CO)(C)C)CC2=C(C=CC=C2)C(F)(F)F)=O